2,4,5-trifluorobenzyl-benzene FC1=C(CC2=CC=CC=C2)C=C(C(=C1)F)F